[Br-].C(CCCCCCC)OC1=C(C=CC=C1)N=NC1=CC=CC=C1 octoxyazobenzene bromide salt